Boc-3-(trifluoromethyl)-D-phenylalanine C(=O)(OC(C)(C)C)N[C@H](CC1=CC(=CC=C1)C(F)(F)F)C(=O)O